FC(C1=NN=C(S1)N1C(N(C2=C1C=C(C=C2N2C[C@@H](N(CC2)C(C(C)C)=O)C)S(=O)(=O)NC2(COC2)CF)CC)=O)F 3-[5-(difluoromethyl)-1,3,4-thiadiazol-2-yl]-1-ethyl-N-[3-(fluoromethyl)oxetan-3-yl]-2-oxo-7-[(3S)-3-methyl-4-(2-methylpropanoyl)piperazin-1-yl]benzimidazole-5-sulfonamide